(S)-N-(2,4-Dimethoxybenzyl)-2-fluoro-N-(pyrimidin-4-yl)-4-(3'-(3-(trifluoromethyl)phenethyl)-[1,3'-bipiperidin]-1'-yl)benzenesulfonamide COC1=C(CN(S(=O)(=O)C2=C(C=C(C=C2)N2C[C@](CCC2)(N2CCCCC2)CCC2=CC(=CC=C2)C(F)(F)F)F)C2=NC=NC=C2)C=CC(=C1)OC